3-(4-hydroxyphenyl)-5-oxofuran OC1=CC=C(C=C1)C=1COC(C1)=O